2-chloro-9-isopropyl-N-(2-(3-(methylamino)-1H-pyrazol-1-yl)benzyl)-9H-purin-6-amine ClC1=NC(=C2N=CN(C2=N1)C(C)C)NCC1=C(C=CC=C1)N1N=C(C=C1)NC